(S)-6-(propyl (2-(thiophen-2-yl) ethyl) amino)-5,6,7,8-tetrahydronaphthalen-1-yl 4-p-myristamidobenzamidobutyrate C(CCCCCCCCCCCCC)(=O)NC1=CC=C(C(=O)NCCCC(=O)OC2=CC=CC=3C[C@H](CCC23)N(CCC=2SC=CC2)CCC)C=C1